(R)-4-oxo-4-((1-oxo-1-(((phenyl-d5)methyl-d2)amino)propan-2-yl)amino)butanoic acid-2,2,3,3-d4 O=C(C(C(C(=O)O)([2H])[2H])([2H])[2H])N[C@@H](C(NC([2H])([2H])C1=C(C(=C(C(=C1[2H])[2H])[2H])[2H])[2H])=O)C